1-(4-fluorobenzyl)-1H-indole-3-carboxylate FC1=CC=C(CN2C=C(C3=CC=CC=C23)C(=O)[O-])C=C1